1-(4-amino-4-methylpiperidin-1-yl)ethane-1-one NC1(CCN(CC1)C(C)=O)C